9-((4,5-dihydro-1H-imidazol-2-yl)methoxy)-6-ethyl-5-methyl-6H-pyrido[4,3-b]carbazole N1C(=NCC1)COC1=CC=2C=3C=C4C(=C(C3N(C2C=C1)CC)C)C=CN=C4